2-(4-Bromopyrazol-1-yl)-2-methyl-propionic acid methyl ester COC(C(C)(C)N1N=CC(=C1)Br)=O